COC1=C(CN2C(C3=CC(=CC=C3C(=C2)C2=C(C=CC=C2)C)B2OC(C(O2)(C)C)(C)C)=O)C=CC(=C1)OC 2-(2,4-dimethoxybenzyl)-7-(4,4,5,5-tetramethyl-1,3,2-dioxaborolan-2-yl)-4-(o-tolyl)isoquinolin-1(2H)-one